(S)-3-(benzofuran-7-yloxy)-N-methyl-3-(oxazol-5-yl)propan-1-amine O1C=CC2=C1C(=CC=C2)O[C@@H](CCNC)C2=CN=CO2